4-((2,6-dichloro-3-fluoropyridin-4-yl)methyl)morpholine tert-butyl-2-{[1-{[tert-butyl(dimethyl)silyl]oxy}-2-(3,5-dichloropyrazin-2-yl)propan-2-yl]carbamoyl}butanoate C(C)(C)(C)OC(C(CC)C(NC(CO[Si](C)(C)C(C)(C)C)(C)C1=NC=C(N=C1Cl)Cl)=O)=O.ClC1=NC(=CC(=C1F)CN1CCOCC1)Cl